N[C@H](C(=O)OCC1=CC=CC=C1)CNC(N(C)CC1=CC=CC=C1)=O benzyl (2S)-2-amino-3-[[benzyl(methyl)carbamoyl]amino]propanoate